C1(=CCCCC1)C=1C=CC(=NC1)CO (5-cyclohex-1-enyl-pyridin-2-yl)-methanol